ClC1=C(C=C(C(=O)N2CCC(CC2)CCCC=O)C=C1)N1C(NC(CC1)=O)=O 4-(1-(4-chloro-3-(2,4-dioxotetrahydropyrimidin-1(2H)-yl)benzoyl)piperidin-4-yl)n-butyraldehyde